7-(trifluoromethyl)imidazo[1,5-c]pyrimidine-1-carboxylic acid ethyl ester C(C)OC(=O)C=1N=CN2C=NC(=CC21)C(F)(F)F